[N+](=O)([O-])C1=C(C=CC(=C1)C(F)(F)F)NC1=NC=CC=C1 N-(2-nitro-4-(trifluoromethyl)phenyl)pyridin-2-amine